(S)-(3-chlorothiophen-2-yl)(2-(3'-hydroxy-[1,1'-biphenyl]-2-yl)pyrrolidin-1-yl)methanone ClC1=C(SC=C1)C(=O)N1[C@@H](CCC1)C1=C(C=CC=C1)C1=CC(=CC=C1)O